N[C@@H]1CCCC12CCN(CC2)C=2N(C(C(=CN2)SC2=C(C1=C(N(N=C1C=C2)C)C#N)Cl)=C=O)C (R)-5-((2-(1-amino-8-azaspiro[4.5]decan-8-yl)-1-methyl-6-carbonyl-1,6-dihydropyrimidin-5-yl)thio)-4-chloro-2-methyl-2H-indazole-3-carbonitrile